C(C)(C)(C)C1(C=C(C=CC1O)C)C 6-tert-butyl-4,6-dimethylphenol